CC1(NC2=C(C=C(C=C2C=C1)[N+](=O)[O-])C)C 2,2,8-trimethyl-6-nitro-1,2-dihydroquinoline